C1(CC1)C1=C(C=C(C=C1)CC(=O)O)F 2-(4-cyclopropyl-3-fluorophenyl)acetic acid